L-seryl-L-cysteine N[C@@H](CO)C(=O)N[C@@H](CS)C(=O)O